C(C1=CC=CC=C1)OCCN1N=C(C=C1C(NC(CC)CC)=O)C=1C=C(C=CC1)C=1OC(=CN1)C(=O)NC(CC)CC 2-(3-(1-(2-(benzyloxy)ethyl)-5-(pentan-3-ylcarbamoyl)-1H-pyrazol-3-yl)phenyl)-N-(pentan-3-yl)oxazole-5-carboxamide